NC1=CC=CC(=N1)N1CCN(CC1)C(=O)OC(C)(C)C tert-butyl 4-(6-aminopyridin-2-yl)piperazine-1-carboxylate